(5-(4-(4-Methoxyphenyl)piperazine-1-carbonyl)thiophen-3-yl)boronic acid COC1=CC=C(C=C1)N1CCN(CC1)C(=O)C1=CC(=CS1)B(O)O